tert-butyl 9-[2-[1-(2,6-dioxo-3-piperidyl)-3-methyl-2-oxo-benzimidazol-4-yl] ethyl]-3-azaspiro[5.5]undecane-3-carboxylate O=C1NC(CCC1N1C(N(C2=C1C=CC=C2CCC2CCC1(CCN(CC1)C(=O)OC(C)(C)C)CC2)C)=O)=O